N-(2-Aminoethyl)-N'-[3-(trimethoxysilyl)propyl]ethylendiamin NCCNCCNCCC[Si](OC)(OC)OC